4-ethoxy-1-cyclohexene C(C)OC1CC=CCC1